1-hydroxy-thioxanthone OC1=CC=CC=2SC3=CC=CC=C3C(C12)=O